2-(3-methoxy-4-phenoxyphenyl)-5,6,7,8-tetrahydroimidazo[1,2-b]Pyridazine-3-carboxylic acid methyl ester COC(=O)C1=C(N=C2N1NCCC2)C2=CC(=C(C=C2)OC2=CC=CC=C2)OC